1-(trifluoromethoxy)pyridin-1-ium-4-carbonitrile FC(O[N+]1=CC=C(C=C1)C#N)(F)F